CC(CC=1SC(=CN1)C1=NC(=NC=C1C(F)(F)F)NC1CCN(CC1)S(=O)(=O)CCCN1CCN(CC1)C)(C)O 2-methyl-1-(5-(2-((1-((3-(4-methylpiperazin-1-yl)propyl)sulfonyl)piperidin-4-yl)amino)-5-(trifluoromethyl)pyrimidin-4-yl)thiazol-2-yl)propan-2-ol